N-(1-((difluoromethyl)sulfonyl)piperidin-4-yl)-1-isopropyl-4,5-dihydro-1H-[1,2,3]triazolo[4,5-h]quinazolin-8-amine FC(S(=O)(=O)N1CCC(CC1)NC1=NC=2C3=C(CCC2C=N1)N=NN3C(C)C)F